OCCCN1[C@H]2[C@H]([C@H](C[C@@H]1CC2)C2=CC=C(C=C2)I)C(=O)OC (1R,2S,3S,5S)-methyl N-(3-hydroxypropyl)-3-(4-iodophenyl)-8-azabicyclo[3.2.1]octane-2-carboxylate